P(=O)(O)(O)[O-].[Na+].O water sodium dihydrogen phosphate